tert-Butyl 3-(cyano(4-fluorophenyl)methyl)pyrrolidine-1-carboxylate C(#N)C(C1CN(CC1)C(=O)OC(C)(C)C)C1=CC=C(C=C1)F